P1C=CC2=C1C1=C(C=C2)C=2C=CC=3C=CC=CC3C2C=C1 phenanthrobenzphosphole